C(C)(C)(C)OC(=O)N[C@H]1C[C@@H](CCC1)C(=O)OCC ethyl (1R,3R)-3-(tert-butoxycarbonylamino)cyclohexanecarboxylate